C1(CC1)C1=C(C(=NO1)C1=C(C=CC=C1Cl)Cl)CO[C@H]1[C@@H]2CN([C@H](C1)C2)C2=CC=C(C=C2)C(=O)NCC(=O)O 2-({4-[(1S,4S,5R)-5-{[5-cyclopropyl-3-(2,6-dichlorophenyl)-1,2-oxazol-4-yl]methoxy}-2-azabicyclo[2.2.1]heptan-2-yl]phenyl}formamido)acetic acid